C(C1=CC=CC=C1)N1CC2(C1)CC(C2)NC(=O)N2[C@@H](CN([C@H](C2)C)C2=NC=C(C=N2)C(F)(F)F)C (2R,5S)-N-{2-benzyl-2-azaspiro[3.3]hept-6-yl}-2,5-dimethyl-4-[5-(trifluoromethyl)pyrimidin-2-yl]piperazine-1-carboxamide